1-methylcyclobutanol CC1(CCC1)O